FC1=C(C=CC=C1F)CN1N=C(N=C1)C(=O)N[C@@H]1C(N(C=2N(CC1)N=C(C2)C)C)=O 1-[(2,3-difluorophenyl)methyl]-N-[(6S)-2,4-dimethyl-5-oxo-7,8-dihydro-6H-pyrazolo[1,5-a][1,3]diazepin-6-yl]-1,2,4-triazole-3-carboxamide